BrC=1C=C(C(=NC1)C)CC1(CC1)C(=O)N 1-((5-bromo-2-methylpyridin-3-yl)methyl)cyclopropane-1-carboxamide